[Si](C)(C)(C(C)(C)C)OCC(C#N)CC1=CC(=C(C=C1)OC)O[Si](C)(C)C(C)(C)C 3-((tert-butyldimethylsilyl)oxy)-2-(3-((tert-butyldimethylsilyl)oxy)-4-methoxybenzyl)propanenitrile